C[Si](C1=CC=C(C=C1)C(C#C)(O)C1=CC=C(C=C1)N1CCOCC1)(C)C 1-(4-trimethylsilylphenyl)-1-(4-morpholinophenyl)-2-propyn-1-ol